NC1=NNC2=CC=C(C=C12)C1=C2C(=NC=C1)NC(=C2)C(=O)OCC ethyl 4-(3-amino-1H-indazol-5-yl)-1H-pyrrolo[2,3-b]pyridine-2-carboxylate